6-Chloro-5-(4-dimethylamino-phenyl)-3-[1-hydroxyl-(3-methyl-isoxazol-5-yl)-methylidene]-1,3-dihydro-indol-2-one, sodium salt [Na].ClC1=C(C=C2C(C(NC2=C1)=O)=C(O)C1=CC(=NO1)C)C1=CC=C(C=C1)N(C)C